2-ethyl-2'-methyl-1'-prop-2-ynyl-spiro[6,7-dihydrothieno[3,2-C]pyran-4,4'-piperidine] C(C)C1=CC2=C(CCOC23CC(N(CC3)CC#C)C)S1